BrCCCN1C(C2=CC=CC=C2C1=O)=O (3-bromopropyl)isoindoline-1,3-dione